3-((5-(aminomethyl)-1-(4,4,4-trifluorobutyl)-1H-indol-2-yl)methyl)-5-fluoro-1-ethyl-1,3-dihydro-2H-benzo[d]imidazol-2-one NCC=1C=C2C=C(N(C2=CC1)CCCC(F)(F)F)CN1C(N(C2=C1C=C(C=C2)F)CC)=O